(S)-(5-azaspiro[2.4]heptan-6-yl)methanol hydrogen chloride Cl.C1CC12CN[C@@H](C2)CO